Ethyl 3-(3-(acetoxymethyl)-4-methylphenyl)-3-(3-(trifluoromethyl)-[1,2,4]triazolo[4,3-a]pyridin-7-yl)propanoate C(C)(=O)OCC=1C=C(C=CC1C)C(CC(=O)OCC)C1=CC=2N(C=C1)C(=NN2)C(F)(F)F